N-(3-amino-2,2-dimethylpropyl)-4-((3-(2,3-difluoro-4-methoxyphenyl)imidazo[1,2-a]pyrazin-8-yl)amino)-2-ethylbenzamide hydrochloride Cl.NCC(CNC(C1=C(C=C(C=C1)NC=1C=2N(C=CN1)C(=CN2)C2=C(C(=C(C=C2)OC)F)F)CC)=O)(C)C